N-(2-aminoethyl)thiazole-4-carboxamide hydrochloride Cl.NCCNC(=O)C=1N=CSC1